N(N)C=1C(=NN(C(C1)=O)C1=C(C=CC=C1C)OC)C(=O)NN 4-hydrazino-1-(2-methoxy-6-methylphenyl)-6-oxo-1,6-dihydropyridazine-3-carboxylic acid hydrazide